BrC1=NOC(C1)(C)C 3-bromo-5,5-dimethyl-4,5-dihydro-1,2-oxazole